5-Chloro-N-(4-(N-cyclohexylsulfamoyl)phenethyl)-2-methoxybenzamide ClC=1C=CC(=C(C(=O)NCCC2=CC=C(C=C2)S(NC2CCCCC2)(=O)=O)C1)OC